ClC1=C(CNC(=O)[C@@H]2C=3C=CC=NC3[C@H](CC2)O)C=CC=C1C(F)(F)F (5S,8S)-N-(2-chloro-3-(trifluoromethyl)benzyl)-8-hydroxy-5,6,7,8-tetra-hydroquinoline-5-carboxamide